C(C)(=O)C1=CC=C(CC2C(N(CC2)C2=CC=C(C=C2)C2=CC=NC=C2)=O)C=C1 3-(4-acetylbenzyl)-1-(4-(pyridin-4-yl)phenyl)pyrrolidin-2-one